C(=O)C12N(CC(C1)C2)C(=O)OC(C)(C)C tert-butyl 1-formyl-2-azabicyclo[2.1.1]hexane-2-carboxylate